FC=1C=C(C=CC1)CC(CC)=O 1-(3-fluorophenyl)butan-2-one